6-chloro-4-(phenylcarbamoyl)-3,4-dihydronaphthalene-2,2(1H)-dicarboxylic acid diethyl ester C(C)OC(=O)C1(CC2=CC=C(C=C2C(C1)C(NC1=CC=CC=C1)=O)Cl)C(=O)OCC